N-(1,1-Dioxidothietan-3-yl)-2-(3-(2,6-dioxopiperidin-3-yl)-1H-indazol-1-yl)-acetamide O=S1(CC(C1)NC(CN1N=C(C2=CC=CC=C12)C1C(NC(CC1)=O)=O)=O)=O